COCCS(=O)(=O)NC1CCC(CC1)NC(=O)C=1C=CC2=C(C=3N(CCO2)C=NC3)C1 N-((1r,4r)-4-((2-Methoxyethyl)sulfonamido)cyclohexyl)-5,6-dihydrobenzo[f]imidazo[1,5-d][1,4]oxazepine-10-carboxamide